FC(C(=O)C=1SC=CC1)(\C=C(/C1=CC=CC=C1)\I)F (E)-2,2-difluoro-4-iodo-4-phenyl-1-(thiophen-2-yl)but-3-en-1-one